hexafluoropropyl-trichlorosilane FC(C(F)(F)[Si](Cl)(Cl)Cl)C(F)(F)F